C1(CCC1)N1CC(N(CC1)C=1SC2=C(N1)C(=C(N2)C=2C(=C(C=1N(C2)N=CN1)C)C)C(C)C)C 2-(4-cyclobutyl-2-methylpiperazin-1-yl)-5-(7,8-dimethyl-[1,2,4]triazolo[1,5-a]pyridin-6-yl)-6-isopropyl-4H-pyrrolo[3,2-d]thiazole